3-methyl-6-(4,4,5,5-tetramethyl-1,3,2-dioxaborolan-2-yl)imidazo[4,5-b]Pyridine CN1C=NC=2C1=NC=C(C2)B2OC(C(O2)(C)C)(C)C